2-pyridinol 1-oxide [N+]=1(C(=CC=CC1)O)[O-]